triisoprenyl-(triisoprenyl)aluminum C(=CC(C)=C)C(C(C=C[Al](C=CC(C)=C)C=CC(C)=C)=C)(C=CC(C)=C)C=CC(C)=C